behenyl-amine oxide C(CCCCCCCCCCCCCCCCCCCCC)[NH2]=O